CN(C(=O)C1=NC=NC(=C1)N1N=CC(=C1C(C)N(C(C1=CC(=CC(=C1)C(F)(F)F)C(F)(F)F)=O)C)S(=O)(=O)C)C N,N-dimethyl-6-(5-(1-(N-methyl-3,5-bis(trifluoromethyl)benzamido)ethyl)-4-(methylsulfonyl)-1H-pyrazol-1-yl)pyrimidine-4-carboxamide